NC1=C(C(=NN1C1CC(C1)(C)O)C1=CC=C2C=CC(=NC2=C1)C1=C(C=CC=C1)F)C(=O)N 5-amino-3-(2-(2-fluorophenyl)quinolin-7-yl)-1-((1r,3r)-3-hydroxy-3-methylcyclobutyl)-1H-pyrazole-4-carboxamide